O[C@@H]1[C@@H](C2=CC=CC=C2C1)NC(=O)C1=CC2=C(N=C(S2)C=2C=NC(=CC2)C)C=C1 N-((1R,2S)-2-hydroxy-2,3-dihydro-1H-inden-1-yl)-2-(6-methyl-pyridin-3-yl)benzo[d]-thiazole-6-carboxamide